2-Amino-4-(2'-methyl-[1,1'-biphenyl]-3-yl)-6-(piperidin-1-yl)pyridine-3,5-dinitrile NC1=NC(=C(C(=C1C#N)C=1C=C(C=CC1)C1=C(C=CC=C1)C)C#N)N1CCCCC1